chloro-N-methylaniline CNC1=CC=C(C=C1)Cl